(4-amino-1,3-dihydrofuro[3,4-c][1,7]naphthyridin-8-yl)((2R)-2-(4-(trifluoromethyl)phenyl)-1-piperazinyl)methanone NC1=NC=2C=NC(=CC2C2=C1COC2)C(=O)N2[C@@H](CNCC2)C2=CC=C(C=C2)C(F)(F)F